C1(CC1)N1C(=NC2=C1C=CC(=C2)CNC(=O)[C@H]2N(C[C@@H](C2)O)C([C@H](C(C)(C)C)N2N=NC(=C2)C2CC2)=O)CC (2S,4r)-N-[(1-cyclopropyl-2-ethyl-benzoimidazol-5-yl)methyl]-1-[(2S)-2-(4-cyclopropyltriazol-1-yl)-3,3-dimethyl-butyryl]-4-hydroxy-pyrrolidine-2-carboxamide